O=C1NC(CCC1N1C(C2=CC=CC(=C2C1=O)NCCCCCCC(=O)O)=O)=O 7-((2-(2,6-dioxopiperidin-3-yl)-1,3-dioxoisoindoline-4-yl)amino)heptanoic acid